tert-butyl (1R,3R,5S)-3-{[6-(4-chloro-1,3-benzothiazol-7-yl)pyridazin-3-yl]oxy}-8-azabicyclo[3.2.1]octane-8-carboxylate ClC1=CC=C(C2=C1N=CS2)C2=CC=C(N=N2)OC2C[C@H]1CC[C@@H](C2)N1C(=O)OC(C)(C)C